C(O)C(CCOC(C(=C(C)C)C)=O)(CO)CO trimethyl-acrylic (trimethylol propyl) ester